7-bromo-6-chloro-5-(3-fluoro-2-pyridyl)-1,3-dihydro-1,4-benzodiazepine-2-thione BrC=1C=CC2=C(C(=NCC(N2)=S)C2=NC=CC=C2F)C1Cl